(R)-1-(3-phenylpyrrolidin-3-yl)-4-(4-(trifluoromethoxy)phenyl)-1H-pyrazole C1(=CC=CC=C1)[C@]1(CNCC1)N1N=CC(=C1)C1=CC=C(C=C1)OC(F)(F)F